2-[[5-chloro-3-[[4-[1-methyl-4-(trifluoromethyl)imidazol-2-yl]phenyl]methyl]pyrazolo[4,3-d]pyrimidin-1-yl]methoxy]ethyl-trimethyl-silane ClC=1N=CC2=C(N1)C(=NN2COCC[Si](C)(C)C)CC2=CC=C(C=C2)C=2N(C=C(N2)C(F)(F)F)C